C(=O)O.NC[C@@H]1CN(CCO1)C(=O)N1CCN(CC1)C(=O)C1=C(C=C(C=C1)NC=1C=2N(C=CN1)C(=CN2)C2=C(C(=C(C=C2)OC)F)Cl)C [4-[(2R)-2-(aminomethyl)morpholine-4-carbonyl]piperazin-1-yl]-[4-[[3-(2-chloro-3-fluoro-4-methoxy-phenyl)imidazo[1,2-a]pyrazin-8-yl]amino]-2-methyl-phenyl]methanone formate